ClC=1C=C(OC2CCC(CC2)NC(=O)C2=CC=C(N=N2)N2CCC(CC2)C(=O)O)C=CC1C#N 1-[6-[[4-(3-chloro-4-cyano-phenoxy)cyclohexyl]carbamoyl]pyridazin-3-yl]piperidine-4-carboxylic acid